N-((5-(Fluoromethoxy)pyridin-2-yl)methyl)-6-methyl-4-((1-methylcyclopropyl)amino)furo[2,3-d]pyrimidin-5-carboxamide FCOC=1C=CC(=NC1)CNC(=O)C1=C(OC=2N=CN=C(C21)NC2(CC2)C)C